(S)-N-(2-fluoro-5-(2-(1-methylpyrrolidin-2-yl)acetamido)phenyl)-6-(1-methyl-1H-pyrazol-4-yl)pyrazolo[1,5-a]pyrazine-3-carboxamide FC1=C(C=C(C=C1)NC(C[C@H]1N(CCC1)C)=O)NC(=O)C=1C=NN2C1C=NC(=C2)C=2C=NN(C2)C